Cl.N[C@@H](C(=O)N[C@@H](CCOC1=CC=C(C=C1)F)B1OC(C(O1)(C)C)(C)C)COC (R)-2-amino-N-((R)-3-(4-fluorophenoxy)-1-(4,4,5,5-tetramethyl-1,3,2-dioxaborolan-2-yl)propyl)-3-methoxypropanamide hydrochloride